1-(4-(2-(2-(1H-imidazol-1-yl)ethoxy)-6-chloro-8-fluoro-7-(5-methyl-1H-indazol-4-yl)quinazolin-4-yl)piperazin-1-yl)prop-2-en-1-one N1(C=NC=C1)CCOC1=NC2=C(C(=C(C=C2C(=N1)N1CCN(CC1)C(C=C)=O)Cl)C1=C2C=NNC2=CC=C1C)F